5-amino-3-(5-(2-(4-chlorophenyl)acetamido)-6-fluoronicotinoyl)-1-isopropyl-1H-pyrazole-4-carboxamide NC1=C(C(=NN1C(C)C)C(C1=CN=C(C(=C1)NC(CC1=CC=C(C=C1)Cl)=O)F)=O)C(=O)N